1-[(2S)-2-methoxypropanoyl]-1,4lambda5-azaphosphinan-4-one CO[C@H](C(=O)N1CCP(CC1)=O)C